N[C@H](C(=O)O)CCCCCN (S)-2,7-Diaminoheptanoic acid